(2S,3R,4R,5S)-3-(2-ethyl-3,4-difluoro-phenyl)-4,5-dimethyl-5-(trifluoromethyl)tetrahydrofuran C(C)C1=C(C=CC(=C1F)F)[C@@H]1CO[C@@]([C@@H]1C)(C(F)(F)F)C